FC(CNC(=O)OCC1=CC=CC=C1)(CCO)F benzyl [(2,2-difluoro-4-hydroxybutyl)amino]carboxylate